CC1CN(CC(O1)C)CCCCCCCCCC=CCCCCCCC 1-(2,6-dimethylmorpholin-4-yl)octadec-10-en